2-(2-bromophenyl)-2-(4-methoxyphenoxy)acetic acid (R)-1-methylpyrrolidin-3-yl ester CN1C[C@@H](CC1)OC(C(OC1=CC=C(C=C1)OC)C1=C(C=CC=C1)Br)=O